C(=O)(O)[C@@H](CC=1C=C2[C@H](CCOC2=CC1)C=1C(=C(NC=CC1)CC=1C=C(C=CC1OC)C[C@H](C(=O)O)[C@@H]1CNCC1)CC=1C=C(C=CC1OC)C[C@H](C(=O)O)[C@@H]1CNCC1)[C@@H]1CNCC1 (2S,2'S)-3,3'-(((((R)-6-((S)-2-carboxy-2-((R)-pyrrolidin-3-yl)ethyl)chroman-4-yl)azepinediyl)bis(methylene))bis(4-methoxy-3,1-phenylene))bis(2-((R)-pyrrolidin-3-yl)propanoic acid)